(3-methoxy-5-(4-methyl-1H-imidazol-1-yl)phenoxy)-6,7-dimethoxyquinazoline COC=1C=C(OC2=NC3=CC(=C(C=C3C=N2)OC)OC)C=C(C1)N1C=NC(=C1)C